rac-(3aR,5R,7S,7aR)-1,3,3,5,7-pentamethyl-5-(m-tolyl)octahydrobenzo[c]isoxazole CN1OC([C@H]2[C@H]1[C@H](C[C@](C2)(C=2C=C(C=CC2)C)C)C)(C)C |r|